2-((1-(2-(4-acetylpiperazin-1-yl)-6-methyl-4-oxo-4H-chromen-8-yl)ethyl)amino)benzoic acid C(C)(=O)N1CCN(CC1)C=1OC2=C(C=C(C=C2C(C1)=O)C)C(C)NC1=C(C(=O)O)C=CC=C1